2-(thiophen-2-yl)-2-((trimethylsilyl)oxy)acetonitrile S1C(=CC=C1)C(C#N)O[Si](C)(C)C